C(CCCCC)(=O)OCCC(C)C 3-methylbutyl hexanoate